FC([C@H](OC(=S)OC1=CC=C(C=C1)F)[C@@]12C[C@H](N([C@H]2C1)C(=O)OC(C)(C)C)C(=O)OCC)(F)F 2-(tert-butyl) 3-ethyl (1S,3S,5R)-5-((R)-2,2,2-trifluoro-1-(((4-fluorophenoxy) carbonothioyl)oxy)ethyl)-2-azabicyclo[3.1.0]hexane-2,3-dicarboxylate